2-chloro-4-(2-oxo-2,3-dihydro-1H-benzo[d]imidazol-1-yl)pyrimidine-5-carboxylic acid isopropyl ester C(C)(C)OC(=O)C=1C(=NC(=NC1)Cl)N1C(NC2=C1C=CC=C2)=O